2,3-dimethyl-6-[(2R)-2-(1-methyl-1H-pyrazol-4-yl)morpholin-4-yl]-8-[(1r,4r)-4-methylcyclohexyl]-3H,4H-pyrimido[5,4-d][1,3]diazin-4-one CC=1N(C(C2=C(N1)C(=NC(=N2)N2C[C@H](OCC2)C=2C=NN(C2)C)C2CCC(CC2)C)=O)C